2-(4-ethoxystyryl)-4,6-bis(trichloromethyl)s-triazine C(C)OC1=CC=C(C=CC2=NC(=NC(=N2)C(Cl)(Cl)Cl)C(Cl)(Cl)Cl)C=C1